(3R)-3-amino-5-[(4-chlorophenyl)methyl]-7-(3-ethyl-1,2,4-triazol-1-yl)-8-fluoro-1,1-dioxo-2,3-dihydro-1λ6,5-benzothiazepin-4-one N[C@H]1CS(C2=C(N(C1=O)CC1=CC=C(C=C1)Cl)C=C(C(=C2)F)N2N=C(N=C2)CC)(=O)=O